piperidin-4-yl 2-(6-(5-(6-methylpyridin-2-yl)-1H-imidazol-4-yl)quinolin-3-yl)thiazole-5-carboxylate CC1=CC=CC(=N1)C1=C(N=CN1)C=1C=C2C=C(C=NC2=CC1)C=1SC(=CN1)C(=O)OC1CCNCC1